ethyl 1-[2-[1-[(6-chloropyridin-3-yl)methyl]-5-oxopyrrolidin-2-yl]acetyl]piperidine-2-carboxylate ClC1=CC=C(C=N1)CN1C(CCC1=O)CC(=O)N1C(CCCC1)C(=O)OCC